FC(N1C(C=C(C=C1)N1N=CC(=C1)CN1C[C@@H](N[C@@H](C1)C=1C(=C2COC(C2=CC1)=O)C)C)=O)F 1-(difluoromethyl)-4-(4-(((3s,5r)-3-methyl-5-(4-methyl-1-oxo-1,3-dihydroisobenzofuran-5-yl)piperazin-1-yl)methyl)-1H-pyrazol-1-yl)pyridin-2(1H)-one